(S)-7-(5-(3-(methylamino)pyrrolidin-1-yl)pentyl)-3,4-dihydro-1,8-naphthyridine-1(2H)-carboxylic acid tert-butyl ester C(C)(C)(C)OC(=O)N1CCCC2=CC=C(N=C12)CCCCCN1C[C@H](CC1)NC